ClC=1C(=C(C=O)C(=C(C1)C1(OCCO1)C)OCC)F 3-chloro-6-ethoxy-2-fluoro-5-(2-methyl-1,3-dioxolan-2-yl)benzaldehyde